4-methoxy-3-((4-methylpiperazin-1-yl)sulfonyl)benzoic acid COC1=C(C=C(C(=O)O)C=C1)S(=O)(=O)N1CCN(CC1)C